4'-dimethylacrylamidoazobenzene CC(=CC(=O)NC1=CC=C(C=C1)N=NC1=CC=CC=C1)C